tert-butyl (2S)-4-[7-(5-chloro-4-isoquinolyl)-8-fluoro-2-[[(2S,4R)-4-fluoro-1-methyl-pyrrolidin-2-yl]methoxy]pyrido[4,3-d]pyrimidin-4-yl]-2-(cyanomethyl)piperazine-1-carboxylate ClC1=C2C(=CN=CC2=CC=C1)C1=C(C=2N=C(N=C(C2C=N1)N1C[C@@H](N(CC1)C(=O)OC(C)(C)C)CC#N)OC[C@H]1N(C[C@@H](C1)F)C)F